2-((1-(3-(4-fluorophenyl)-2-(isothiazol-4-yl)-7-methylquinolin-5-yl)ethyl)amino)benzoic acid FC1=CC=C(C=C1)C=1C(=NC2=CC(=CC(=C2C1)C(C)NC1=C(C(=O)O)C=CC=C1)C)C=1C=NSC1